CC1(N(CC(C1)CCCCN(C1=NC=C(C=C1)S(N)(=O)=O)C)C(=O)OC(C)(C)C)C tert-Butyl 2,2-dimethyl-4-[4-[methyl-(5-sulfamoyl-2-pyridyl)amino] butyl]pyrrolidine-1-carboxylate